bis(ethoxyethyl methyl) cyclohexane-1,2-dicarboxylate C1(C(CCCC1)C(=O)OCCCOCC)C(=O)OCCCOCC